C1(CCCCC1)CN1NCC2=CC(=C(C=C12)C(=O)NCCN1CC(CCC1)COC)OC1=C(C=C(C=C1)F)F 1-(cyclohexylmethyl)-5-(2,4-difluorophenoxy)-N-(2-(3-(methoxymethyl)piperidin-1-yl)ethyl)-2H-indazole-6-carboxamide